3-cyano-N-((2-(6-((cis)-2,6-dimethylmorpholino)pyridin-2-yl)-1,6-naphthyridin-7-yl)methyl)-4-methylbenzamide C(#N)C=1C=C(C(=O)NCC2=NC=C3C=CC(=NC3=C2)C2=NC(=CC=C2)N2C[C@@H](O[C@@H](C2)C)C)C=CC1C